3,3,4,4,4-pentafluorobutan-1-ol FC(CCO)(C(F)(F)F)F